1-(3-cyclopropylcyclobutyl)-3-[[2-(difluoromethoxy)pyridin-4-yl]methyl]urea C1(CC1)C1CC(C1)NC(=O)NCC1=CC(=NC=C1)OC(F)F